C(C)OCC(C)OCC(C)OCC(C)N 1-(((1-Ethoxy(propan-2-yl)oxy)-propan-2-yl)oxy)-propan-2-amin